1,3-diisopropyl-benzene monohydroperoxide [O-]O.C(C)(C)C1=CC(=CC=C1)C(C)C